(1R,5S,6r)-N-((S)-1-(8-bromoimidazo[1,5-a]pyridin-3-yl)ethyl)-3-azabicyclo[3.1.1]heptane-6-carboxamide BrC=1C=2N(C=CC1)C(=NC2)[C@H](C)NC(=O)C2[C@H]1CNC[C@@H]2C1